C1(CC1)C=1C=CC(=C(C1)O)C1=C(N=C(N=N1)N[C@H]1CN(CCC1)C)C (R)-5-cyclopropyl-2-(5-methyl-3-((1-methylpiperidin-3-yl)amino)-1,2,4-triazin-6-yl)phenol